C1(C(CC=CC1)C(=O)OCC=C)C(=O)OCC=C diallyl 4-cyclohexene-1,2-dicarboxylate